[4-[(3R)-3-aminopyrrolidine-1-carbonyl]piperazin-1-yl]-[2-chloro-4-[[3-[3-(trifluoromethyl)-1H-pyrazol-4-yl]imidazo[1,2-a]pyrazin-8-yl]amino]phenyl]methanone N[C@H]1CN(CC1)C(=O)N1CCN(CC1)C(=O)C1=C(C=C(C=C1)NC=1C=2N(C=CN1)C(=CN2)C=2C(=NNC2)C(F)(F)F)Cl